C(C)(C)(C)C=1C=C(CN(C(CN(S(=O)(=O)C2=C(C(=C(C(=C2F)F)F)F)F)CC2=C(C=CC=C2)OC)=O)C2=CC(=C(C(=O)O)C=C2)O)C=C(C1)C1CC1 4-(N-(3-(tert-butyl)-5-cyclopropylbenzyl)-2-(N-(2-methoxybenzyl)-(2,3,4,5,6-pentafluoro-phenyl)sulfonamido)acetamido)-2-hydroxybenzoic acid